C1(CC1)CN1C(=CC2=CC=CC=C12)C1=NC2=C(N1CC1CN(C1)C(C1=CC(=CC=C1)F)=O)C(=CC(=C2)C(=O)N2C[C@@H](C[C@H](C2)F)N)OC (3R,5R)-1-{2-[1-(cyclopropylmethyl)-1H-indol-2-yl]-1-{[1-(3-fluorobenzoyl)azetidin-3-yl]methyl}-7-methoxy-1H-1,3-benzodiazol-5-carbonyl}-5-fluoropiperidin-3-amine